BrC1=CC(=C(C=C1F)N1CCOCC1)C 4-(4-Bromo-5-fluoro-2-methyl-phenyl)morpholine